diethyl (4-((8-methoxy-5H-pyrido[3,2-b]indol-5-yl)methyl) benzyl)phosphonate COC1=CC=2C3=C(N(C2C=C1)CC1=CC=C(CP(OCC)(OCC)=O)C=C1)C=CC=N3